7-(Cyclopentylamino)-5-fluoro-2-(((cis-2-(trifluoromethyl)piperidin-4-yl)thio)methyl)quinazolin-4(3H)-one C1(CCCC1)NC1=CC(=C2C(NC(=NC2=C1)CS[C@@H]1C[C@@H](NCC1)C(F)(F)F)=O)F